CC=1N=CC(=NC1)CNC1C(NC(CC1)=O)=O 3-{[(5-methylpyrazin-2-yl)methyl]Amino}piperidine-2,6-dione